benzyl (1-(2,5-dimethoxy-4-((E)-3-methoxyprop-1-en-1-yl)phenyl)propan-2-yl)carbamate COC1=C(C=C(C(=C1)\C=C\COC)OC)CC(C)NC(OCC1=CC=CC=C1)=O